tert-butyl bromoheptanoate BrC(C(=O)OC(C)(C)C)CCCCC